(2-(oxetan-3-yloxy)pyridin-4-yl)methanamine O1CC(C1)OC1=NC=CC(=C1)CN